2-(4-(1-(((5-((2,4-dimethoxybenzyl)amino)-9-fluoro-7-methoxy-[1,2,4]triazolo[1,5-c]quinazolin-2-yl)methyl)amino)-2,2,2-trifluoroethyl)phenyl)propan-2-oL COC1=C(CNC2=NC=3C(=CC(=CC3C=3N2N=C(N3)CNC(C(F)(F)F)C3=CC=C(C=C3)C(C)(C)O)F)OC)C=CC(=C1)OC